C(C)C(C(=O)OC[C@@H]1[C@H]([C@H]([C@@H](O1)N1C(=O)N=C(N)C=C1)OC)O)CCC(C)(C1=CC=C(C=C1)B1OC(C(O1)(C)C)(C)C)C 2'-O-Methyl-cytidine ethyl-5-methyl-5-[4-(4,4,5,5-tetramethyl-[1,3,2]dioxaborolan-2-yl)-phenyl]-hexanoate